C(C)(C)(C)OC(=O)N1CC2(C1)CN(C2)C2=C(C=C1C=C(N=NC1=C2)C2=C(C=CC=C2)OCOC)C=O 6-{6-formyl-3-[2-(methoxymethoxy)phenyl]cinnolin-7-yl}-2,6-diazaspiro[3.3]heptane-2-carboxylic acid tert-butyl ester